FC=1C(=CC(=NC1)OC)C1=CC(=NN1COCC[Si](C)(C)C)C(=O)OC methyl 5-(5-fluoro-2-methoxypyridin-4-yl)-1-{[2-(trimethylsilyl)ethoxy]methyl}pyrazole-3-carboxylate